CN(C)CC1(CC1)COC1=NC2=C(C(=CC=C2C(=N1)N1CCCC2(CC(N2)=O)C1)C1=CC(=CC2=CC=C(C(=C12)CC)F)O)F 8-[2-[[1-[(dimethylamino)methyl]cyclopropyl]methoxy]-7-(8-ethyl-7-fluoro-3-hydroxy-1-naphthyl)-8-fluoro-quinazolin-4-yl]-1,8-diazaspiro[3.5]nonan-2-one